N-[2-(4,4-difluoropiperidin-1-yl)-6-methylpyridin-4-yl]-4-((2-hydroxyethyl)sulfonylamino)-2-{spiro[2.5]octane-6-yl}benzamide FC1(CCN(CC1)C1=NC(=CC(=C1)NC(C1=C(C=C(C=C1)NS(=O)(=O)CCO)C1CCC2(CC2)CC1)=O)C)F